COC(=O)C=1N=C(NC1C1=CC=C(C=C1)OC)C1=CC=CC=C1 2-phenyl-5-(p-methoxyphenyl)-1H-imidazole-4-carboxylic acid methyl ester